BrC=1C=CC(=C(C1)N([Si](C)(C)C)[Si](C)(C)C)F (5-bromo-2-fluorophenyl)-1,1,1-trimethyl-N-(trimethylsilyl)silanamine